C(C)(C)(C)OOC1(CC(CC(C1)C)(C)C)OOC(C)(C)C 1,1-di(t-butylperoxy)-3,3,5-trimethylcyclohexane